BrC1=CC=C2CCCC3(C2=C1)CC3 7'-bromo-3',4'-dihydro-2'H-spiro[cyclopropane-1,1'-naphthalene]